O=C1NC(CCC1C1=CC=C(C=C1)C1C(CN(CC1)CCC1=CC=C(C=C1)C=1C=C2C(=NC=NN2C1)C1=CC(=C(C=C1)CNC(OC(C)(C)C)=O)C)(F)F)=O tert-butyl N-[[4-[6-[4-[2-[4-[4-(2,6-dioxo-3-piperidyl)phenyl]-3,3-difluoro-1-piperidyl]ethyl]phenyl]pyrrolo[2,1-f][1,2,4]triazin-4-yl]-2-methyl-phenyl]methyl]carbamate